CC1CC(C(CN1)O)O 6-methylpiperidine-3,4-diol